FC1=C(C=CC=2NC(=NC21)CNC2=C1N=CN(C1=NC(=N2)N2CCOCC2)C2=CC(=CC=C2)F)F N-[(4,5-difluoro-1H-benzimidazol-2-yl)methyl]-9-(3-fluorophenyl)-2-morpholin-4-ylpurin-6-amine